IC=1C=C(C=CC1)C=1SC2=C(N=CN=C2S)N1 2-(3-iodophenyl)thiazolo[4,5-d]pyrimidine-7-thiol